COC(=O)C1=CSC=2C1=NC(=CC2C2=C(C=CC(=C2)Cl)OCCN2C(=NC=1CCC(CC1C2=O)=O)C)C methyl-7-[5-chloranyl-2-[2-[2-methyl-4,6-bis(oxidanylidene)-7,8-dihydro-5H-quinazolin-3-yl]ethoxy]phenyl]-5-methyl-thieno[3,2-b]pyridine-3-carboxylate